N-(1-(5-methoxy-1-(4-(trifluoromethyl)phenyl)-1H-pyrazolo[3,4-b]pyridin-3-yl)pyrrolidin-3-yl)acrylamide COC=1C=C2C(=NC1)N(N=C2N2CC(CC2)NC(C=C)=O)C2=CC=C(C=C2)C(F)(F)F